OC1=C(C=CC2=CC(=CC=C12)O)C 1,6-dihydroxy-2-methylnaphthalene